BrC=1C=C(C=CC1C([2H])([2H])[2H])C(C(F)F)=O (3-bromo-4-(methyl-d3)phenyl)-2,2-difluoroethan-1-one